OC1=C(N2C(C3=CC(=CC=C13)C1=NC=CC=C1)=NC=N2)C(=O)NCC(=O)O (6-hydroxy-9-(pyridin-2-yl)-[1,2,4]triazolo[5,1-a]isoquinoline-5-carbonyl)glycine